isopropyl (S)-6-diazo-2-((S)-2-(ethylsulfonyl)-3-(1H-indol-3-yl)propanamido)-5-oxohexanoate [N+](=[N-])=CC(CC[C@@H](C(=O)OC(C)C)NC([C@H](CC1=CNC2=CC=CC=C12)S(=O)(=O)CC)=O)=O